C12N(CCCC2C1)C(=O)C1=CC=2OCCN(C2N=C1)C1=CC=2N(C=C1)C(N(N2)C)=O 7-(7-(2-azabicyclo[4.1.0]heptane-2-carbonyl)-2,3-dihydro-4H-pyrido[3,2-B][1,4]oxazin-4-yl)-2-methyl-[1,2,4]triazolo[4,3-a]pyridin-3(2H)-one